4-(Diphenylamino)benzoyl chloride C1(=CC=CC=C1)N(C1=CC=C(C(=O)Cl)C=C1)C1=CC=CC=C1